ClC1=C2C(=NC(=C1)C)N(C=C2)S(=O)(=O)C2=CC=C(C)C=C2 4-chloro-6-methyl-1-tosyl-1H-pyrrolo[2,3-b]Pyridine